5-bromo-3-(6-methoxypyridin-3-yl)-1-tosyl-1H-pyrrolo[2,3-b]pyridine BrC=1C=C2C(=NC1)N(C=C2C=2C=NC(=CC2)OC)S(=O)(=O)C2=CC=C(C)C=C2